C(C)C1=CC=C(O1)CS (5-ethylfuran-2-yl)methyl mercaptan